8-chloro-2-[(3R,5R)-3,5-dimethylmorpholin-4-yl]-1,7-naphthyridin-4-ol ClC=1N=CC=C2C(=CC(=NC12)N1[C@@H](COC[C@H]1C)C)O